(S)-2-(2,6-difluoro-4-((R)-3-(trifluoromethyl)morpholino)benzoylamino)-3-(6-fluoro-1,4-dimethyl-2-oxo-1,2-dihydro-[3,5'-biquinoline]-8'-yl)propionic acid FC1=C(C(=O)N[C@H](C(=O)O)CC2=CC=C(C=3C=CC=NC23)C=2C(N(C3=CC=C(C=C3C2C)F)C)=O)C(=CC(=C1)N1[C@H](COCC1)C(F)(F)F)F